C1(=C(O)C(=CC(CC=C)=C1)CC(=O)O)OC.C(C)(=O)O.C=1(C(O)=CC=C(CC=C)C1)OC eugenol acetate (eugenolacetate)